NC=1C2=C(N=C(N1)CC)N(C=C2C2=C(C=C(C=C2)NC(C(O)C2=CC(=CC=C2)F)=O)C)C N-(4-(4-amino-2-ethyl-7-methyl-7H-pyrrolo[2,3-d]pyrimidin-5-yl)-3-methylphenyl)-2-(3-fluorophenyl)-2-hydroxyacetamide